Racemic-(4-(2,5-bis(trifluoromethyl)phenyl)piperazin-1-yl)(2-(4-(trifluoromethyl)phenyl)cyclopropyl)-methanone FC(C1=C(C=C(C=C1)C(F)(F)F)N1CCN(CC1)C(=O)C1C(C1)C1=CC=C(C=C1)C(F)(F)F)(F)F